4-((2-amino-6-(furan-2-yl)-9H-purin-9-yl)methyl)-N-(2-aminophenyl)benzamide NC1=NC(=C2N=CN(C2=N1)CC1=CC=C(C(=O)NC2=C(C=CC=C2)N)C=C1)C=1OC=CC1